C1(=CC=CC=C1)C=1C=C(C=2C=CC=3N(C2N1)C=C(N3)C=3OC=NN3)C(F)(F)F 2-[2-phenyl-4-(trifluoromethyl)imidazo[1,2-a]1,8-naphthyridin-8-yl]-1,3,4-oxadiazole